C1(CC1)N1N=CC(=C1)C(=O)N1CC2(C1)CC(C2)N(C=2C1=C(N=CN2)NC=C1)C (1-cyclopropyl-1H-pyrazol-4-yl)-{6-[methyl-(7H-pyrrolo[2,3-d]pyrimidin-4-yl)-amino]-2-azaspiro[3.3]heptan-2-yl}-methanone